7-(6-(methylthio)pyridin-3-yl)-1-phenyl-2,3-dihydro-1H-benzo[d]pyrrolo[1,2-a]imidazole CSC1=CC=C(C=N1)C1=CC2=C(N=C3N2C(CC3)C3=CC=CC=C3)C=C1